The molecule is an organic trisodium salt having 2-(5-{7-[bis(3-sulfonatopropyl)amino]-2-tert-butylchromenium-4-yl}penta-2,4-dien-1-ylidene)-3-(3-carboxypropyl)-3-methyl-1-(3-sulfonatopropyl)indoline-5-sulfonate as the counterion. It has a role as a fluorochrome. It contains a DY-734(3-). CC\\1(C2=C(C=CC(=C2)S(=O)(=O)[O-])N(/C1=C/C=C/C=C/C3=C4C=CC(=[N+](CCCS(=O)(=O)[O-])CCCS(=O)(=O)[O-])C=C4OC(=C3)C(C)(C)C)CCCS(=O)(=O)[O-])CCCC(=O)O.[Na+].[Na+].[Na+]